(E)-3-(2-(1,1-dioxidothiomorpholine-4-carbonyl)phenyl)-N-hydroxyacrylamide O=S1(CCN(CC1)C(=O)C1=C(C=CC=C1)/C=C/C(=O)NO)=O